N-(4-(4-ethylpiperazin-1-yl)phenyl)-4-(3-phenylisoxazolidin-2-yl)-5-(trifluoromethyl)pyrimidin-2-amine C(C)N1CCN(CC1)C1=CC=C(C=C1)NC1=NC=C(C(=N1)N1OCCC1C1=CC=CC=C1)C(F)(F)F